N=1C=C(N2C1C=CC=C2)CN2CC(C1=CC=C(C=C21)C(=O)NC2=CC(=CC=C2)C(F)(F)F)C 1-(imidazo[1,2-a]pyridin-3-ylmethyl)-3-methyl-N-(3-(trifluoromethyl)phenyl)indoline-6-carboxamide